C(C1=CC=CC=C1)N1CCC(CC1)=O 1-benzyl-4-piperidone